C(C)C(C(=O)[O-])CCCC mono-2-ethylhexanate